2-(p-tolyl)benzo[d]imidazo[2,1-b]thiazole-7-carboxamide C1(=CC=C(C=C1)C=1N=C2SC3=C(N2C1)C=CC(=C3)C(=O)N)C